N'-(5-chloropyridin-2-yl)-N2-((1S,2R,4S)-4-[(dimethylamino)carbonyl]-2-{[(5-methyl-4,5,6,7-tetrahydrothiazolo[5,4-c]pyridin-2-yl)carbonyl]amino}cyclohexyl)ethanediamide ClC=1C=CC(=NC1)N(C(C(=O)N)=O)[C@@H]1[C@@H](C[C@H](CC1)C(=O)N(C)C)NC(=O)C=1SC=2CN(CCC2N1)C